6-(4-((4-(1H-pyrazol-4-yl)phenyl)amino)furo[3,2-d]pyrimidin-2-yl)-N,N-diethyl-1H-indole-2-carboxamide N1N=CC(=C1)C1=CC=C(C=C1)NC=1C2=C(N=C(N1)C1=CC=C3C=C(NC3=C1)C(=O)N(CC)CC)C=CO2